(10S)-1,8-dihydroxy-3-(hydroxymethyl)-10-[(2S,3R,4R,5S,6R)-3,4,5-trihydroxy-6-(hydroxymethyl)oxan-2-yl]-10H-anthracen-9-one OC1=CC(=CC=2[C@H](C3=CC=CC(=C3C(C12)=O)O)[C@@H]1O[C@@H]([C@H]([C@@H]([C@H]1O)O)O)CO)CO